N-[(2S,4S)-1-methyl-2-methyl-4-piperidyl]-6-[3-(5-fluoro-4-mesyl-2-anisidino)-1-propynyl]-1-(2,2,2-trifluoroethyl)-1H-1,3-benzimidazole-4-carboxamide CN1[C@H](C[C@H](CC1)NC(=O)C1=CC(=CC=2N(C=NC21)CC(F)(F)F)C#CCNC=2C(OC)=CC(=C(C2)S(=O)(=O)C)F)C